2-(2-isopropylphenyl)-7-methyl-9-(4-(1-methyl-1H-1,2,4-triazol-3-yl)benzyl)-7,9-dihydro-8H-purin-8-one C(C)(C)C1=C(C=CC=C1)C1=NC=C2N(C(N(C2=N1)CC1=CC=C(C=C1)C1=NN(C=N1)C)=O)C